FC1=C(C=C2CN(CC(C2=O)C2=CC=NC=C2)S(=O)(=O)C2=CC=CC=C2)C=CC=C1 3-(2-fluorobenzylidene)-5-(4-pyridyl)-N-benzenesulfonyl-4-piperidone